CC1=CN=CC(=N1)CO (6-methylpyrazin-2-yl)methanol